C(=NN)(C#N)C#N carbohydrazonoyl Dicyanide